4-(6-((3-methoxy-4-(methoxy(methyl)carbamoyl)benzyl)oxy)pyridin-2-yl)piperidine-1-carboxylic acid tert-butyl ester C(C)(C)(C)OC(=O)N1CCC(CC1)C1=NC(=CC=C1)OCC1=CC(=C(C=C1)C(N(C)OC)=O)OC